N-(2-cyanoethyl)-N-methyl-N-(2-hexyl)-amine C(#N)CCN(C(C)CCCC)C